METHYL 2-METHYLTHIOBUTYRATE CC(C(=S)OC)CC